[OH-].[K+].BrC=1C=C(C=CC1)C1=CC=C(C=C1)C(C)(C)C 3-bromo-4'-(tert-butyl)biphenyl Kalium hydroxid